COCC1=C(C(=C(C=O)C(=C1F)F)F)F 4-methoxymethyl-2,3,5,6-tetrafluorobenzaldehyde